6-methoxy-3-(2-(pyridin-4-yl)propan-2-yl)chroman-4-one iridium [Ir].COC=1C=C2C(C(COC2=CC1)C(C)(C)C1=CC=NC=C1)=O